C1(=CC=CC=C1)CS(=O)(=O)OC1=C(OC(C1=O)C1=CC=C(C=C1)C)N 2-amino-4-oxo-5-(p-tolyl)-4,5-dihydrofuran-3-yl phenylmethanesulfonate